tert-butyl 4-bromo-butanoate BrCCCC(=O)OC(C)(C)C